ClC=1C=C2C(=NC(=NC2=C(C1C1=C2C(=NNC2=CC=C1C)C1CC1)F)N1CC(C1)N(C)C)N1C[C@H](N(C[C@H]1C)C(C=C)=O)C 1-((2R,5R)-4-((R)-6-chloro-7-(3-cyclopropyl-5-methyl-1H-indazol-4-yl)-2-(3-(dimethylamino)azetidin-1-yl)-8-fluoroquinazolin-4-yl)-2,5-dimethylpiperazin-1-yl)prop-2-en-1-one